C[C@](C(=O)O)(CC)OCC1=NN(C(=C1)C1=CC(=CC=C1)OCC(C)C)C=1C=CC=C2C=NN(C12)C (2R)-2-Methyl-2-([1-(1-methyl-1H-indazol-7-yl)-5-[3-(2-methylpropoxy)-phenyl]-1H-pyrazol-3-yl]methoxy)-butanoic acid